3-((3-(tert-butoxycarbonyl)phenyl)amino)oxetane-3-carboxylic acid C(C)(C)(C)OC(=O)C=1C=C(C=CC1)NC1(COC1)C(=O)O